C(CCCCCC)N(C1CCC(CC1)=O)CCCCCCC 4-(diheptylamino)cyclohexanone